(R)-2-((5-(2-(6-((1,3-dihydroxypropan-2-yl)(methyl)amino)-2-methylhexan-3-yl)-2,6-diazaspiro[3.4]octan-6-yl)-1,2,4-triazin-6-yl)oxy)-N-ethyl-5-fluoro-N-isopropylbenzamide fumarate C(\C=C\C(=O)O)(=O)O.OCC(CO)N(CCC[C@H](C(C)C)N1CC2(C1)CN(CC2)C=2N=CN=NC2OC2=C(C(=O)N(C(C)C)CC)C=C(C=C2)F)C